N=1C=CN2C1C=C(C=C2)OC2=C(C=C(C=C2)NC2=NC=NC1=CC=C(C=C21)N2C(C(CC2)=C)=O)C 1-[4-[(4-[imidazo[1,2-a]pyridin-7-yloxy]-3-methylphenyl)amino]quinazolin-6-yl]-3-methylidenepyrrolidin-2-one